ethyl 2-(4-acetamido-2-methoxyphenyl)acetate C(C)(=O)NC1=CC(=C(C=C1)CC(=O)OCC)OC